ClC=1C(=CC(=NC1)NC(=O)C1=CN=C(S1)/C(/C)=N/C1=CC=C(C=C1)OC)C(F)(F)F (E)-N-(5-chloro-4-(trifluoromethyl)pyridin-2-yl)-2-(1-((4-methoxyphenyl)imino)ethyl)-1,3-thiazole-5-carboxamide